6-(Difluoromethyl)-N-(5-fluoro-2,6-dimethoxypyridin-3-yl)-1H-pyrrolo[2,3-b]pyridine-3-sulfonamide FC(C1=CC=C2C(=N1)NC=C2S(=O)(=O)NC=2C(=NC(=C(C2)F)OC)OC)F